[Pd](Cl)Cl.[Li] Lithium palladium chloride